2-((1S,2R)-1-(4-chloro-2-cyanophenyl)-1-phenylpropan-2-yl)-5-hydroxy-N-(isoxazol-4-yl)-1-methyl-6-oxo-1,6-dihydropyrimidine-4-carboxamide ClC1=CC(=C(C=C1)[C@@H]([C@@H](C)C=1N(C(C(=C(N1)C(=O)NC=1C=NOC1)O)=O)C)C1=CC=CC=C1)C#N